hexamethylenediamine disulfate S(=O)(=O)(O)OS(=O)(=O)O.NCCCCCCN